6-bromo-N,N-dimethylbenzo[d]thiazol-2-amine BrC1=CC2=C(N=C(S2)N(C)C)C=C1